ClC=1C=CC=C2C=C(NC12)C(=O)N1[C@@H](COCC1)C(=O)O (S)-4-(7-Chloro-1H-indole-2-carbonyl)morpholine-3-carboxylic acid